BrC1=CC=C(C=C1)C1CCN(CC1)CC[C@@H](O)C=1C=C2CN(C(C2=CC1)=O)C1C(NC(CC1)=O)=O 3-[5-[(1R)-3-[4-(4-bromophenyl)piperidin-1-yl]-1-hydroxypropyl]-1-oxo-3H-isoindol-2-yl]Piperidine-2,6-dione